C(CCCCC)C(COC(CCSCCC(C(NCCN1CCCCC1)=O)NC(CCCCC(CCSCCC(=O)[O-])SCCC(=O)[O-])=O)=O)CCCCCCCC 3,3'-((8-((4-((3-((2-hexyldecyl)oxy)-3-oxopropyl)thio)-1-oxo-1-((2-(piperidin-1-yl)ethyl)amino)butan-2-yl)amino)-8-oxooctane-1,3-diyl)bis(sulfanediyl))dipropionate